ONC(=O)C=1C=C2C=CN=C(C2=CC1OC)OCC1NC(CC1)=O N-hydroxy-7-methoxy-1-((5-oxopyrrolidin-2-yl)methoxy)isoquinoline-6-carboxamide